CC1=CC=C2CCNC(C2=C1)C1=CC=CC=C1 7-methyl-1-phenyl-1,2,3,4-tetrahydroisoquinoline